N1C(=NC2=C1C=CC=C2)CNC2=NC(=NC=1N2N=CC1C1CC1)S(=O)(=O)C N-[(1H-benzimidazol-2-yl)methyl]-8-cyclopropyl-2-(methanesulfonyl)pyrazolo[1,5-a][1,3,5]triazin-4-amine